NC(CCC1=CC2=C(OC[C@@H](C(N2C)=O)NC(=O)C2=NC=CC(=C2)OC2=CC=CC=C2)C=C1)=O (S)-N-(7-(3-amino-3-oxopropyl)-5-methyl-4-oxo-2,3,4,5-tetrahydrobenzo[b][1,4]oxazepin-3-yl)-4-phenoxypyridineamide